C1(CC1)C(=O)NC1=NC=C(C(=O)NC([2H])([2H])[2H])C(=C1)NC1=CN(C=2N=CN(C(C21)=O)[C@H](C(F)(F)F)C)C |o1:30| (S*)-6-(cyclopropanecarboxamido)-N-(methyl-d3)-4-((7-methyl-4-oxo-3-(1,1,1-trifluoropropan-2-yl)-4,7-dihydro-3H-pyrrolo[2,3-d]pyrimidin-5-yl)amino)nicotinamide